C(C1=CC=CC=C1)N1C(C(=C(C=C1)CNCC1OCCO1)O)=O 1-benzyl-3-hydroxy-4-[([1,3]dioxolan-2-ylmethyl-amino)methyl]pyridin-2(1H)-one